O[C@H]1CC[C@@H]2C(C[C@H]3[C@@H]4CC[C@H]([C@@H](CC[C@H](C(C)C)C)C)[C@]4(CC[C@@H]3[C@]2(C1)C)C)=O 2α-hydroxy-5α-campestan-6-one